5-amino-8-(2,6-dimethyl-4-pyridinyl)-2-[[(2s,4s)-4-hydroxy-1-methyl-pyrrolidin-2-yl]methyl]-7-phenyl-[1,2,4]triazolo[4,3-c]pyrimidin-3-one NC1=NC(=C(C=2N1C(N(N2)C[C@H]2N(C[C@H](C2)O)C)=O)C2=CC(=NC(=C2)C)C)C2=CC=CC=C2